N-[[3-methyl-4-[(1S)-1,2-dihydroxyethyl]-7-[4-(trifluoromethoxy)phenyl]benzimidazol-5-yl]methyl]prop-2-enamide CN1C=NC2=C1C(=C(C=C2C2=CC=C(C=C2)OC(F)(F)F)CNC(C=C)=O)[C@@H](CO)O